5-(cyclobutyl(methyl)amino)pyridine-3-sulfonamide C1(CCC1)N(C=1C=C(C=NC1)S(=O)(=O)N)C